C(C)(=O)C1=CC=C(C=C1)NO N-(4-acetylphenyl)hydroxylamine